ClC1=C(C=CC(=C1)C(F)(F)F)S(=O)(=O)N1C[C@@H]([C@@](C1)(CO)O)S(=O)(=O)C1=CC(=C(C#N)C(=C1)F)F 4-(((3S,4R)-1-((2-chloro-4-(trifluoromethyl)phenyl)sulfonyl)-4-hydroxy-4-(hydroxymethyl)pyrrolidin-3-yl)sulfonyl)-2,6-difluorobenzonitrile